S1C=NC2=C1C=CC(=C2)NC2=C1C(=NC=C2)SC(=C1)C=1C(N(CC1)C(=O)OCC1=CC=CC=C1)(C)C benzyl 3-(4-(benzo[d]-thiazol-5-ylamino) thieno[2,3-b]pyridin-2-yl)-2,2-dimethyl-2,5-dihydro-1H-pyrrole-1-carboxylate